1-(2-(2-benzyl-4-methylphenoxy)ethyl)-4-methylpiperazine di(phosphate) P(=O)(O)(O)O.P(=O)(O)(O)O.C(C1=CC=CC=C1)C1=C(OCCN2CCN(CC2)C)C=CC(=C1)C